CC(C)(C)[S@@](=O)/N=C(\C)/C=1C=CC2=C(C(=NO2)C)C1 (R,E)-2-Methyl-N-(1-(3-methylbenzo[d]isoxazol-5-yl)ethylidene)propane-2-sulfinamide